6-(4-(5-((7-cyclobutoxy-4-oxo-3,4-dihydrophthalazin-1-yl)methyl)-2-fluorobenzoyl)hexahydropyrrolo[3,2-b]pyrrol-1(2H)-yl)nicotinonitrile C1(CCC1)OC1=CC=C2C(NN=C(C2=C1)CC=1C=CC(=C(C(=O)N2CCC3N(CCC32)C3=NC=C(C#N)C=C3)C1)F)=O